1,1,1-tris(4-cyanatophenyl)ethane O(C#N)C1=CC=C(C=C1)C(C)(C1=CC=C(C=C1)OC#N)C1=CC=C(C=C1)OC#N